N-(3-((5-(4-cyclopropylphenyl)-2-((1-methyl-1H-pyrazol-4-yl)amino)pyrimidin-4-yl)amino)-4-fluorophenyl)acrylamide trifluoroacetate FC(C(=O)O)(F)F.C1(CC1)C1=CC=C(C=C1)C=1C(=NC(=NC1)NC=1C=NN(C1)C)NC=1C=C(C=CC1F)NC(C=C)=O